3-(methacrylamido)propylsulfonic acid C(C(=C)C)(=O)NCCCS(=O)(=O)O